Chromate Magnesium [Mg+2].[Cr](=O)(=O)([O-])[O-]